C(N)(OC=CCC1=C2C=3C(=C4C(=NC3C=C1F)C1=CC3=C(C(N1C4)=O)COC(C3(O)CC)=O)CCC2)=O (3-(9-ethyl-5-fluoro-9-hydroxy-10,13-dioxo-2,3,9,10,13,15-hexahydro-1H,12H-benzo[de]pyrano[3',4':6,7]indolizino[1,2-b]quinolin-4-yl) prop-1-en-1-yl) carbamate